8-Fluoro-1-(3-(4-(cyclohexylcarbonyl)piperazine-1-carbonyl)benzyl)quinazoline-2,4(1H,3H)-dione FC=1C=CC=C2C(NC(N(C12)CC1=CC(=CC=C1)C(=O)N1CCN(CC1)C(=O)C1CCCCC1)=O)=O